di-tert-butyl 4,4'-((4-methyl-4H-1,2,4-triazole-3,5-diyl)bis(2,5-difluoro-4,1-phenylene))bis(5,6-dihydropyridine-1(2H)-carboxylate) CN1C(=NN=C1C1=CC(=C(C=C1F)C1=CCN(CC1)C(=O)OC(C)(C)C)F)C1=CC(=C(C=C1F)C1=CCN(CC1)C(=O)OC(C)(C)C)F